5-methyl-2-azabicyclo[3.1.0]Hexane-2-carboxylic acid tert-butyl ester C(C)(C)(C)OC(=O)N1C2CC2(CC1)C